3-Chloro-5-(trifluoromethyl)benzamide ClC=1C=C(C(=O)N)C=C(C1)C(F)(F)F